C(C)(=O)C1=C(C2=C(N=C(N=C2)NC2=CC=C(C=N2)N2C(CCC2)C(=O)O)N(C1=O)C1CCCC1)C 1-[6-(6-Acetyl-8-cyclopentyl-5-methyl-7-oxo-7,8-dihydro-pyrido[2,3-d]pyrimidin-2-ylamino)-pyridin-3-yl]-pyrrolidine-2-carboxylic acid